(2S,3R,4S,6S)-3-(acetyloxy)-6-{[(2E)-3-[4-({[(9H-fluoren-9-ylmethoxy)carbonyl][2-(2-methyl-1H-indol-3-yl)ethyl]amino}methyl)phenyl]prop-2-enamido]oxy}-2-methyloxan-4-yl acetate C(C)(=O)O[C@@H]1[C@@H]([C@@H](O[C@H](C1)ONC(\C=C\C1=CC=C(C=C1)CN(CCC1=C(NC2=CC=CC=C12)C)C(=O)OCC1C2=CC=CC=C2C=2C=CC=CC12)=O)C)OC(C)=O